C(#N)C1=C(C=C(C=C1)C=1C(=C(C=CC1)C[C@@H]1CN(CCO1)C(=O)OC(C)(C)C)C1=CC=NS1)F |o1:15| tert-butyl rel-(2R)-2-[[3-(4-cyano-3-fluoro-phenyl)-2-isothiazol-5-yl-phenyl]methyl]morpholine-4-carboxylate